FC1=C(C(=CC=C1)OC)C1=NC=CC(=N1)NC1=NC=C(C(=C1)N1C[C@H](CCC1)O)C=1C=CC=2N(C1)C=CN2 (S)-1-(2-((2-(2-fluoro-6-methoxyphenyl)pyrimidin-4-yl)amino)-5-(imidazo[1,2-a]pyridin-6-yl)pyridin-4-yl)piperidin-3-ol